naphthalene compound with carbon [C].C1=CC=CC2=CC=CC=C12